N1(N=CC=C1)CC1=CC2=C(C(=NO2)NS(=O)(=O)C2=C(C=CC=3OCCOC32)OC)C(=C1)Cl N-(6-((1H-pyrazol-1-yl)methyl)-4-chlorobenzo[d]isoxazol-3-yl)-6-methoxy-2,3-dihydrobenzo[b][1,4]dioxine-5-sulfonamide